O=C1NC(CCC1N1C(CN(CC1)C1CCN(CC1)C(=O)OCC1=CC=CC=C1)=O)=O benzyl 4-(4-(2,6-dioxopiperidin-3-yl)-3-oxopiperazin-1-yl)piperidine-1-carboxylate